1-[4-trifluoromethylphenyl]-3-[3,5-dimethyl-4-tertbutyloxycarbonyldimethylmethyloxyphenyl]prop-2-en-1-one FC(C1=CC=C(C=C1)C(C=CC1=C(C(=C(C(=C1)C)C(=O)OC(C)(C)C)C)OC(C)C)=O)(F)F